O[C@@H]1[C@H](O)[C@@H](O)[C@@H](O)[C@H](O1)CO α-D-Galactose